di-n-butyl 2-methyl-3,4-thiophenedicarboxylate CC=1SC=C(C1C(=O)OCCCC)C(=O)OCCCC